(6S)-4-(2-{[(4aS,7aR)-1-methyl-octahydro-1H-cyclopenta[b]pyridin-4a-yl]methoxy}-7-(8-ethyl-3-hydroxy-naphthalen-1-yl)-8-fluoropyrido[4,3-d]pyrimidin-4-yl)-6-methyl-1,4-oxazepan-6-ol CN1[C@H]2[C@@](CCC1)(CCC2)COC=2N=C(C1=C(N2)C(=C(N=C1)C1=CC(=CC2=CC=CC(=C12)CC)O)F)N1CCOC[C@](C1)(O)C